7-fluoro-6-(4-methylpyridin-3-yl)benzo[d]oxazol-2(3H)-one FC1=C(C=CC=2NC(OC21)=O)C=2C=NC=CC2C